C(C)(C)(CCC)OOC(C1=CC=CC=C1)=O t-hexylperoxybenzoate